(S)-4-(difluoromethyl)-2-((3-methylpiperidin-1-yl)methyl)-1-((2-(trimethylsilyl)ethoxy)methyl)-1,6-dihydro-7H-pyrrolo[2,3-c]pyridin-7-one FC(C=1C2=C(C(NC1)=O)N(C(=C2)CN2C[C@H](CCC2)C)COCC[Si](C)(C)C)F